1-(4-(2-bromo-6-methoxy-4-methyl-3,4-dihydronaphthalen-1-yl)phenyl)-4-(dimethoxymethyl)piperidine BrC1=C(C2=CC=C(C=C2C(C1)C)OC)C1=CC=C(C=C1)N1CCC(CC1)C(OC)OC